tert-butyl 6-(benzo[d]thiazol-5-yl)-3-methyl-3,4-dihydropyridine-1(2H)-carboxylate S1C=NC2=C1C=CC(=C2)C2=CCC(CN2C(=O)OC(C)(C)C)C